CS(=O)(=O)O.C(C(C)C)(=O)N isobutyramide methanesulfonate